C(\C=C/C1=CC(OC)=C(O)C=C1)(=O)NC=1C(C(=O)O)=CC(=CC1)O (Z)-N-feruloyl-5-hydroxyanthranilic acid